tris[4-(4-acetylphenyl)thienyl]Sulfonium tetrakis(pentafluorophenyl)borate Xanthosine-5'-phosphate P(=O)([O-])([O-])OC[C@@H]1[C@H]([C@H]([C@@H](O1)N1C=NC=2C(=O)NC(=O)NC12)O)O.FC1=C(C(=C(C(=C1[B-](C1=C(C(=C(C(=C1F)F)F)F)F)(C1=C(C(=C(C(=C1F)F)F)F)F)C1=C(C(=C(C(=C1F)F)F)F)F)F)F)F)F.C(C)(=O)C1=CC=C(C=C1)C=1C=C(SC1)[S+](C=1SC=C(C1)C1=CC=C(C=C1)C(C)=O)C=1SC=C(C1)C1=CC=C(C=C1)C(C)=O.C(C)(=O)C1=CC=C(C=C1)C=1C=C(SC1)[S+](C=1SC=C(C1)C1=CC=C(C=C1)C(C)=O)C=1SC=C(C1)C1=CC=C(C=C1)C(C)=O.C(C)(=O)C1=CC=C(C=C1)C=1C=C(SC1)[S+](C=1SC=C(C1)C1=CC=C(C=C1)C(C)=O)C=1SC=C(C1)C1=CC=C(C=C1)C(C)=O